OC1=C(C(=O)OCC2=CC=CC=C2)C=C(C=C1)O benzyl 2,5-dihydroxy-benzoate